N2,N4-dibenzyl-quinazoline-2,4-diamine C(C1=CC=CC=C1)NC1=NC2=CC=CC=C2C(=N1)NCC1=CC=CC=C1